CC1=CC=C(C(=O)OC[C@]2(O[C@H](C[C@@H]2OC(C2=CC=C(C=C2)C)=O)N2C3=NC=NC(=C3N=C2)NC2CC2)C=C)C=C1 [(2R,3S,5R)-5-[6-(cyclopropylamino)purin-9-yl]-3-(4-methylbenzoyl)oxy-2-vinyl-tetrahydrofuran-2-yl]methyl 4-methylbenzoate